(R)-N-((S)-1-(5-bromo-2-fluoropyridin-3-yl)-3-hydroxypropyl)-2-methylpropane-2-sulfinamide BrC=1C=C(C(=NC1)F)[C@H](CCO)N[S@](=O)C(C)(C)C